F[B-](F)(F)F.C(C)[N+](CC(CCCC)OC)(C)CC N,N-Diethyl-N-methyl-N-(2-methoxy-hexyl)ammonium tetrafluoroborate